ONC(/C=C/C=1C=C2CCC(C2=CC1)N(C(OCC1=CC(=CC(=C1)C(F)(F)F)C(F)(F)F)=O)C)=O 3,5-bis(trifluoromethyl)benzyl (E)-(5-(3-(hydroxyamino)-3-oxoprop-1-en-1-yl)-2,3-dihydro-1H-inden-1-yl)(methyl)carbamate